The molecule is an acyl-CoA that results from the formal condensation of the thiol group of coenzyme A with the carboxy group of 5-hydroxyferulic acid. It derives from a 5-hydroxyferulic acid. CC(C)(COP(=O)(O)OP(=O)(O)OC[C@@H]1[C@H]([C@H]([C@@H](O1)N2C=NC3=C(N=CN=C32)N)O)OP(=O)(O)O)[C@H](C(=O)NCCC(=O)NCCSC(=O)/C=C/C4=CC(=C(C(=C4)OC)O)O)O